4,4,5,5-tetramethyl-2-[(1S,2S)-2-[4-(trifluoromethyl)phenyl]cyclopropyl]-1,3,2-dioxaborolane CC1(OB(OC1(C)C)[C@@H]1[C@H](C1)C1=CC=C(C=C1)C(F)(F)F)C